C(#N)CC(C1CC1)NCC1=NC=C(C#N)C=C1 6-(((2-cyano-1-cyclopropyleth-yl)amino)methyl)nicotinonitrile